(S)-4-(2-(((R)-2-(3-Fluorophenyl)-2-hydroxyethyl)amino)-2-methyl-propyl)pyrrolidin-2-one hydrochloride Cl.FC=1C=C(C=CC1)[C@H](CNC(C[C@H]1CC(NC1)=O)(C)C)O